(2,6-dichlorophenyl)-4-methoxy-2-((4-(4-methylpiperazin-1-yl)phenyl)amino)pyrimidine-5-carboxamide methyl-2-oxocyclohexanecarboxylate COC(=O)C1C(CCCC1)=O.ClC1=C(C(=CC=C1)Cl)C1=C(C(=NC(=N1)NC1=CC=C(C=C1)N1CCN(CC1)C)OC)C(=O)N